ClC1=C(C=C(NC)C=C1)C(F)(F)F 4-chloro-N-methyl-3-(trifluoromethyl)aniline